C(C)(C)(C)OC(NC1=NC=C(C=C1C)NC(C(=O)N1C(CCC(C1)C)C=1SC(=CC1)NC(C)=O)=O)=O.C1(=CC(=CC=C1)C1=NC=CC=C1)C 2-(3-tolyl)pyridine tert-Butyl-N-[5-[[2-[2-(5-acetamido-2-thienyl)-5-methyl-1-piperidyl]-2-oxo-acetyl]amino]-3-methyl-2-pyridyl]carbamate